tert-butyl 4-[(3S)-3-hydroxypent-4-enyl]-1,4-diazepane-1-carboxylate O[C@@H](CCN1CCN(CCC1)C(=O)OC(C)(C)C)C=C